The molecule is a monocarboxylic acid amide resulting from the formal condensation of the aryl amino group of 4-(N'-phenyl)piperidin-4-amine with propanoic acid. A major metabolite of fentanyl. It has a role as an opioid analgesic and a drug metabolite. It is an anilide, a member of piperidines and a monocarboxylic acid amide. CCC(=O)N(C1CCNCC1)C2=CC=CC=C2